C(#N)C1=CC2=C(C3=C(C(=C(N=C3C=3C=CC=CC23)C#N)C#N)C#N)C(=C1C#N)C#N Hexacyanoazabenzophenanthrene